9-ethyl-6-fluoro-1,4,4-trimethyl-8-(tetramethyl-1,3,2-dioxaborolan-2-yl)-4H,5H-[1,2,4]triazolo[4,3-a]quinoxaline C(C)C=1C(=CC(=C2NC(C=3N(C12)C(=NN3)C)(C)C)F)B3OC(C(O3)(C)C)(C)C